FC1=CC=C2C(=CC(=NC2=C1)OC)C1(CC1)NC(C1=C(C=CC(=C1)OCC1N(CC1)C)C)=O N-(1-(7-Fluoro-2-methoxyquinolin-4-yl)cyclopropyl)-2-methyl-5-((1-methyl-azetidin-2-yl)methoxy)benzamide